NC=1N=CN(C(C1C(=O)OC)=O)C1=C(C=CC=C1C)Cl methyl 4-amino-1-(2-chloro-6-methylphenyl)-6-oxo-1,6-dihydropyrimidine-5-carboxylate